3-bromo-4-oxo-1-(piperidin-2-ylmethyl)-1,4-dihydropyridine-2,5-dicarboxylic acid diethyl ester hydrochloride Cl.C(C)OC(=O)C=1N(C=C(C(C1Br)=O)C(=O)OCC)CC1NCCCC1